methyl (2R)-2-(tert-butoxycarbonylamino)-3-(4-methoxy-3-pyridyl)propanoate C(C)(C)(C)OC(=O)N[C@@H](C(=O)OC)CC=1C=NC=CC1OC